6-(4-Amino-2-chloro-5-fluorophenyl)indolin-2-one NC1=CC(=C(C=C1F)C1=CC=C2CC(NC2=C1)=O)Cl